1,3-Dicyano-2-iodobenzol C(#N)C1=C(C(=CC=C1)C#N)I